Cl.N1=C(C=CC=C1)CCC=1SC=C(N1)C=NO 2-(2-(pyridin-2-yl)ethyl)thiazole-4-carbaldehyde oxime hydrochloride